C(C)(C)(C)C1=NN2C(N=C(C3=CC=CC=C23)C2=CC(=C(C=C2)OC)OC)=C1 (tert-butyl)-5-(3,4-dimethoxyphenyl)pyrazolo[1,5-a]quinazoline